4-amino-2-(5-fluoro-1-(2-fluorobenzyl)-1H-pyrazolo[3,4-b]pyridin-3-yl)pyrimidine-5-carboxylic acid ethyl ester C(C)OC(=O)C=1C(=NC(=NC1)C1=NN(C2=NC=C(C=C21)F)CC2=C(C=CC=C2)F)N